C1(CC1)C(=O)NC1=CC=C(C=N1)C1=CN=C2N1C=C(N=C2C)C(=O)N(C)C2=CC(=C(C=C2)F)F 3-[6-(cyclopropanecarbonylamino)-3-pyridyl]-N-(3,4-difluorophenyl)-N,8-dimethyl-imidazo[1,2-a]pyrazine-6-carboxamide